O1CCN(CC1)C1=C2C=C(NC2=NC=N1)C1=CC=C(C=C1)NC(C1=CN=CC(=C1)CN1C[C@@H](CCC1)N)=O N-[p-(4-morpholino-1H-1,5,7-triazainden-2-yl)phenyl]-5-{[(R)-3-amino-1-piperidyl]methyl}nicotinamide